Aluminium Phosphat tert-butyl-3-[4-(2,4-dioxohexahydropyrimidin-1-yl)-8-isoquinolyl]-3,6-diazabicyclo[3.1.1]heptane-6-carboxylate C(C)(C)(C)OC(=O)N1C2CN(CC1C2)C=2C=CC=C1C(=CN=CC21)N2C(NC(CC2)=O)=O.P(=O)([O-])([O-])[O-].[Al+3]